(R)-2',3',4',4a',5',6'-hexahydro-1'H-spiro-[cyclopropane-1,7'-naphtho-[1,8-cd]azepine] C1NCC[C@@H]2C=3C1=CC=CC3C3(CC2)CC3